S(C[C@H](N)C(=O)O)C[C@H](N)C(=O)O 3,3'-Thiodialanine